ClC=1C(=C(C=NO)C(=C(C1OCF)C\C=C(\C=C\[C@@]1([C@H](/C(/CC[C@H]1C)=N/O)C)C)/C)O)C 3-chloro-4-(fluoromethoxy)-6-hydroxy-5-((2E,4E)-5-((1R,2R,6R,E)-3-(hydroxyimino)-1,2,6-trimethylcyclohexyl)-3-methylpenta-2,4-dien-1-yl)-2-methylbenzaldehyde oxime